(S)-1-Cyclobutyl-N-((2-(4'-fluoro-2'-(4-methyl-4H-1,2,4-triazol-3-yl)-[1,1'-biphenyl]-3-yl)-7-(trifluoromethyl)benzo[d]oxazol-5-yl)methyl)ethan-1-amine C1(CCC1)[C@H](C)NCC=1C=C(C2=C(N=C(O2)C=2C=C(C=CC2)C2=C(C=C(C=C2)F)C2=NN=CN2C)C1)C(F)(F)F